strontium-barium silicate [Si]([O-])([O-])([O-])[O-].[Ba+2].[Sr+2]